CN(CCCCCCN(C)C)C N,N,N',N'-Tetramethyl-hexylendiamin